(1S,2S)-2-[(5S)-5H-Imidazo[4,3-a]isoindol-5-yl]-7-methansulfonyl-7-azaspiro[3.5]nonan-1-ol C=1N=CN2C1C1=CC=CC=C1[C@@H]2[C@H]2[C@@H](C1(C2)CCN(CC1)S(=O)(=O)C)O